C(C)(C)(C)OC(=O)N1C(CN(C(C1)[2H])C(C1=CC=C(C=C1)F)=O)C(=O)O (tert-Butoxycarbonyl)-4-(4-fluorobenzoyl)piperazine-2-carboxylic acid-5-d